12-bromo-10H-phenanthro[9,10-b]carbazole BrC=1C=CC=2C=3C=C4C(=CC3NC2C1)C1=CC=CC=C1C=1C=CC=CC14